FC=1C=C2C(=NC1)CC(C1=C(C2)C=CC=C1)CN1C(C2=CC=CC=C2C1=O)=O 2-((3-fluoro-10,11-dihydro-5H-benzo[4,5]cyclohepta[1,2-b]pyridin-10-yl)methyl)isoindoline-1,3-dione